4-(3,4-dimethoxyphenyl)-N-(1-oxo-1-(pyrrolidin-1-yl)propan-2-yl)butanamide COC=1C=C(C=CC1OC)CCCC(=O)NC(C(N1CCCC1)=O)C